(3-(dimethylamino)phenyl)methanol CN(C=1C=C(C=CC1)CO)C